Methyl 2-cyano-2-(6-(trifluoromethyl)pyridin-3-yl)butanoate C(#N)C(C(=O)OC)(CC)C=1C=NC(=CC1)C(F)(F)F